1-ethyl-cyclopentene C(C)C1=CCCC1